4-phenyl-1,4-dihydro-5H-tetrazol-5-one C1(=CC=CC=C1)N1N=NNC1=O